C(C1=CC=CC=C1)OC(=O)C=1N=C(C=2NC3=CC=CC=C3C2C1)C=1NC=CN1 1-(1H-imidazol-2-yl)-β-carboline-3-carboxylic acid benzyl ester